tert-butyl 4-[2-[2-(2,6-dioxo-3-piperidinyl)-1,3-dioxo-isoindolin-4-yl]ethynyl]piperidine-1-carboxylate O=C1NC(CCC1N1C(C2=CC=CC(=C2C1=O)C#CC1CCN(CC1)C(=O)OC(C)(C)C)=O)=O